C(C)(C)(C)OC(=O)N(C1=C(C=C(C=N1)NC(C(=O)O)=O)C)C(=O)OC(C)(C)C ((6-(bis(t-butoxycarbonyl)amino)-5-methylpyridin-3-yl)amino)-2-oxoacetic acid